3-(4-((N,N-Dimethylsulfamoyl)methyl)phenyl)-4-methyl-5-phenyl-1H-pyrrole-2-carboxylic acid CN(S(=O)(=O)CC1=CC=C(C=C1)C1=C(NC(=C1C)C1=CC=CC=C1)C(=O)O)C